4-{octahydro-1H-pyrrolo[3,2-b]pyridin-1-yl}-1-(pyridin-2-yl)cyclohexan-1-ol N1(CCC2NCCCC21)C2CCC(CC2)(O)C2=NC=CC=C2